C(CCCCCC(=O)OCCCCCCCCCCC)(=O)OCC(COC(CCCCCC(=O)OCC(CCCCCCCC)CCCCCC)=O)OC(CCCN(C)C)=O 1-(2-((4-(dimethylamino)butyryl)oxy)-3-((7-((2-hexyldecyl)oxy)-7-oxoheptanoyl)oxy) Propyl) 7-undecyl pimelate